(2,2-dimethyl-1,3-dioxolane-4-yl)-4-nitrobutanoic acid methyl ester COC(C(CC[N+](=O)[O-])C1OC(OC1)(C)C)=O